CC(C=CC=O)=CC1=CC=C(C=C1)C 4-Methyl-5-(4-methylphenyl)-2,4-pentanedienal